3-(3,5-di-tert-butyl-4-hydroxyphenyl)-N-octadecylpropionamide C(C)(C)(C)C=1C=C(C=C(C1O)C(C)(C)C)CCC(=O)NCCCCCCCCCCCCCCCCCC